isopropyl (S)-6-diazo-2-((S)-2-hydroxy-2-(4-hydroxyphenyl)acetamido)-5-oxohexanoate [N+](=[N-])=CC(CC[C@@H](C(=O)OC(C)C)NC([C@H](C1=CC=C(C=C1)O)O)=O)=O